2-(6-Bromo-5-fluoropyridin-3-yl)propan-2-ol BrC1=C(C=C(C=N1)C(C)(C)O)F